CN1C=NC2=NC=C(C=C21)C(=O)NC2=CC(=CC=C2)[C@H](C)NC2=CN=C1C(=N2)N(N=C1)C (S)-1-methyl-N-(3-(1-((1-methyl-1H-pyrazolo[3,4-b]pyrazin-6-yl)amino)ethyl)phenyl)-1H-imidazo[4,5-b]pyridine-6-carboxamide